1-(4-phenylthiophenyl)-(3-cyclopentyl)-propane-1,2-dione-oxime 2-cyclohexanoate C1C(CCCC1)C(=O)O.C1(=CC=CC=C1)SC1=CC=C(C=C1)C(C(CC1CCCC1)=O)=NO